vinylmethylbis(trimethylsiloxy)-silane C(=C)C[SiH](O[Si](C)(C)C)O[Si](C)(C)C